tert-butyl (S)-2-(((6-(difluoromethoxy)-4-(2-((2,6-dimethylpyrimidin-4-yl)amino)pyrazolo[1,5-a]pyridin-5-yl)pyridin-3-yl)oxy)methyl)morpholine-4-carboxylate FC(OC1=CC(=C(C=N1)OC[C@@H]1CN(CCO1)C(=O)OC(C)(C)C)C1=CC=2N(C=C1)N=C(C2)NC2=NC(=NC(=C2)C)C)F